3-cyano-4-oxo-4-(piperidin-1-yl)butane-1-sulfonyl fluoride C(#N)C(CCS(=O)(=O)F)C(N1CCCCC1)=O